tert-butyl (5-amino-3,3-difluorocyclohexyl)carbamate NC1CC(CC(C1)NC(OC(C)(C)C)=O)(F)F